FC(S(=O)(=O)O)(F)F.CN1CC2=C(C=CC=C2C=C1C1=CC=C(C=C1)Cl)OC 2-methyl-3-(4-chlorophenyl)-8-methoxyisoquinoline trifluoromethanesulfonate